(S)-1-(1-(4-((11-azidoundecyl)oxy)phenyl)-3-ethoxypropan-2-yl)-1H-imidazo[4,5-c]quinolin-4-amine N(=[N+]=[N-])CCCCCCCCCCCOC1=CC=C(C=C1)C[C@@H](COCC)N1C=NC=2C(=NC=3C=CC=CC3C21)N